3-benzoyl-1-(3,3-difluorobutyl)pyrimidine-2,4-dione C(C1=CC=CC=C1)(=O)N1C(N(C=CC1=O)CCC(C)(F)F)=O